C(C)C12CC(CN2C(C2=C1SC(=C2)C2=NC(=NC=C2C(F)(F)F)NC2CCN(CC2)S(=O)(=O)C)=O)NCC2=CC=C(C=C2)OC 8a-ethyl-7-((4-methoxybenzyl)amino)-2-(2-((1-(methylsulfonyl)piperidin-4-yl)amino)-5-(trifluoromethyl)pyrimidin-4-yl)-6,7,8,8a-tetrahydro-4H-thieno[2,3-a]pyrrolizin-4-one